di(9,12-octadecadienyl) phosphate P(=O)(OCCCCCCCCC=CCC=CCCCCC)(OCCCCCCCCC=CCC=CCCCCC)[O-]